FC(C1=C(C(=O)NC2=C(C=C(C(=C2)C=2C=NC(=NC2)N2C[C@@H](O[C@@H](C2)C)C)F)N2C[C@@H](N(CC2)C)C)C=CC(=C1)F)F 2-(difluoromethyl)-N-(5-(2-((2S,6R)-2,6-dimethylmorpholino)pyrimidin-5-yl)-2-((S)-3,4-dimethylpiperazin-1-yl)-4-fluorophenyl)-4-fluorobenzamide